(S)-4-(4-((4-((4-(tert-butoxycarbonyl)piperazin-1-yl)methyl)-4'-chloro-[1,1'-biphenyl]-2-yl)(hydroxy)methyl)piperidin-1-yl)benzoic acid C(C)(C)(C)OC(=O)N1CCN(CC1)CC1=CC(=C(C=C1)C1=CC=C(C=C1)Cl)[C@H](C1CCN(CC1)C1=CC=C(C(=O)O)C=C1)O